C(#N)C1=CC=C2C=3C(C4=C(C(C3NC2=C1)(C)C)C=C(C(=C4)CC)N4CCN(CC4)C(COC[C@H]4C[C@@H](CC4)NC(OC(C)(C)C)=O)=O)=O tert-butyl N-[(1R,3R)-3-{[2-(4-{3-cyano-9-ethyl-6,6-dimethyl-11-oxo-5H,6H,11H-benzo[b]carbazol-8-yl}piperazin-1-yl)-2-oxoethoxy]methyl}cyclopentyl]carbamate